CC1=CC=2C(=C(N=CC2)N2CCOCC2)O1 4-{2-methylfuro[2,3-c]pyridin-7-yl}morpholine